(S)-6-((1-(6-chloro-2-methylpyrimidin-4-yl)-4,4-difluoropyrrolidin-3-yl)oxy)-1-(2,2,2-trifluoroethyl)-1H-pyrazolo[4,3-c]pyridine ClC1=CC(=NC(=N1)C)N1C[C@@H](C(C1)(F)F)OC1=CC2=C(C=N1)C=NN2CC(F)(F)F